BrC1=C(C(=CC2=C1[C@@H]([C@](O2)(C2=CC=CC=C2)CNC(OC(C)(C)C)=O)O)F)Cl tert-butyl (((2S,3S)-4-bromo-5-chloro-6-fluoro-3-hydroxy-2-phenyl-2,3-dihydrobenzofuran-2-yl)methyl)carbamate